2,2-Difluoro-3-((1S,3R)-1-(2-(((3S,4R)-4-fluoro-1-(3-fluoropropyl)pyrrolidin-3-yl)amino)thiazol-5-yl)-3-methyl-1,3,4,9-tetrahydro-2H-pyrido[3,4-b]indol-2-yl)propan-1-ol FC(CO)(CN1[C@@H](C=2NC3=CC=CC=C3C2C[C@H]1C)C1=CN=C(S1)N[C@H]1CN(C[C@H]1F)CCCF)F